4-iso-Propoxy-N-phenethyl-1H-benzo[d]imidazole-1-carboxamide C(C)(C)OC1=CC=CC=2N(C=NC21)C(=O)NCCC2=CC=CC=C2